7-fluoro-1-methyl-4-(1-(4-(trifluoromethoxy)benzyl)piperidin-4-yl)-1,4-dihydropyrido[2,3-b]pyrazine-2,3-dione FC1=CC2=C(N(C(C(N2C)=O)=O)C2CCN(CC2)CC2=CC=C(C=C2)OC(F)(F)F)N=C1